(2R)-2-[3,5-dicyano-6-(dimethylamino)-4-ethylpyridin-2-yl]sulfanyl-2-phenylacetamide C(#N)C=1C(=NC(=C(C1CC)C#N)N(C)C)S[C@@H](C(=O)N)C1=CC=CC=C1